(3S,4R)-4-(2-(2-chlorophenyl)-5,7-dihydroxy-4-oxo-4H-chromen-8-yl)-1-methylpiperidin-3-yl L-serinate N[C@@H](CO)C(=O)O[C@@H]1CN(CC[C@@H]1C=1C(=CC(=C2C(C=C(OC12)C1=C(C=CC=C1)Cl)=O)O)O)C